3-(2-chloroethynyl)-2,2-dimethylcyclopropanecarboxylate ClC#CC1C(C1C(=O)[O-])(C)C